tert-butyl 4-((1-(((7-(8-ethyl-7-fluoro-3-(methoxymethoxy)naphthalen-1-yl)-8-fluoro-4-hydroxypyrido[4,3-d]pyrimidin-2-yl)oxy)methyl)cyclopropyl)methyl)piperazine-1-carboxylate C(C)C=1C(=CC=C2C=C(C=C(C12)C1=C(C=2N=C(N=C(C2C=N1)O)OCC1(CC1)CN1CCN(CC1)C(=O)OC(C)(C)C)F)OCOC)F